2-(((1R)-1-(2-cyano-3-(2-cycloprop-ylmorpholino)-7-methylquinoxalin-5-yl)ethyl)amino)benzoic acid C(#N)C1=NC2=CC(=CC(=C2N=C1N1CC(OCC1)C1CC1)[C@@H](C)NC1=C(C(=O)O)C=CC=C1)C